BrNC1=CC=C(C2=CC=C(NBr)C=C2)C=C1 dibromobenzidine